5-(4-Methoxycarbonyl-3-morpholin-4-ylphenyl)-3,4-dihydro-1H-isoquinoline-2-carboxylic acid tert-butyl ester C(C)(C)(C)OC(=O)N1CC2=CC=CC(=C2CC1)C1=CC(=C(C=C1)C(=O)OC)N1CCOCC1